3-benzyl-6,7-dihydro-3H-imidazo[4,5-c]pyridine-5(4H)-carboxylic acid butyl ester C(CCC)OC(=O)N1CC2=C(CC1)N=CN2CC2=CC=CC=C2